bis(2,6-difluorophenyl)bis(cyclopentadienyl)titanium FC1=C(C(=CC=C1)F)[Ti](C1C=CC=C1)(C1C=CC=C1)C1=C(C=CC=C1F)F